C1(CC=CCCCCCCCCCO1)=O γ-tridecenolactone